2-bromoethyl-benzenesulfonic acid BrCCC1=C(C=CC=C1)S(=O)(=O)O